2-[1-(2-Aminoethyl)pyrazol-4-yl]-5-propyl-3H-imidazo[2,1-b]purin-4-on NCCN1N=CC(=C1)C1=NC=2N3C(N(C(C2N1)=O)CCC)=NC=C3